Di-sodium molybdenum dihydrate O.O.[Mo].[Na].[Na]